CC1CC2=C(C=C(C(=C2C(=O)O1)O)C(=O)N[C@@H](CC3=CC=CC=C3)C(=O)O)Cl The molecule is a synthetic phenylalanine derivative consisting of a 1:1 diatereoisomeric mixture of ochratoxin A and its isochromenyl C-3 epimer. It has a role as a hapten. It is a diastereoisomeric mixture, a N-acyl-L-phenylalanine, a member of isochromanes, a monocarboxylic acid amide, a (S)-(+)-allantoin and a phenylalanine derivative. It contains an ochratoxin A.